CC1=C(C=CC=C1C)NC(=O)C1=CC=C(C2=CC=CC=C12)OCC=1C(=NOC1C)C 4-(3,5-Dimethyl-isoxazol-4-ylmethoxy)-naphthalene-1-carboxylic acid (2,3-dimethyl-phenyl)-amide